(1R,5S,18S)-5-ethyl-3-imino-16,16-dimethyl-15,25-dioxa-2,4,19-triazahexacyclo[19.6.2.22,5.211,14.013,18.024,28]tritriaconta-11,13,21,23,28,30-hexaene-20,33-dione C(C)[C@]12NC(N([C@@H]3CCOC4=CC=C(C(N[C@H]5CC(OC6=C5C=C(CCCCC1)C=C6)(C)C)=O)C=C34)C(C2)=O)=N